1H-1,2,4-Triazole-1-carboxylate N1(N=CN=C1)C(=O)[O-]